ClC=1C(=C(C=CC1)NC(=S)C1=C(C[C@@H](N(C1=O)C(=O)OC(C)(C)C)C)O)OC Tert-butyl (2S)-5-[(3-chloro-2-methoxyphenyl)carbamothioyl]-4-hydroxy-2-methyl-6-oxo-3,6-dihydropyridine-1(2H)-carboxylate